(2S,4R)-1-[(2S)-2-(4-cyclopropyltriazol-1-yl)-3,3-dimethyl-butanoyl]-N-[(3R)-1-(1,3-dimethyl-2,6-dioxo-pyrimidin-4-yl)pyrrolidin-3-yl]-4-hydroxy-pyrrolidine-2-carboxamide C1(CC1)C=1N=NN(C1)[C@H](C(=O)N1[C@@H](C[C@H](C1)O)C(=O)N[C@H]1CN(CC1)C=1N(C(N(C(C1)=O)C)=O)C)C(C)(C)C